3-methyl-2-buten-1-ol acetate C(C)(=O)OCC=C(C)C